FC(CC)(F)C1N(C(CC1)=O)NC(C(=O)OCC)=N ethyl 2-[[2-(1,1-difluoropropyl)-5-oxo-pyrrolidin-1-yl]amino]-2-imino-acetate